(R)-N-((R)-((R)-1-(4-bromo-3-fluorophenyl)-2,2-difluorocyclopropyl)(cyano)methyl)-2-methylpropan-sulfinamide BrC1=C(C=C(C=C1)[C@@]1(C(C1)(F)F)[C@@H](N[S@](=O)CC(C)C)C#N)F